CC(C(CC(C(=O)OCC)=O)=O)CC ethyl 5-methyl-2,4-dioxoheptanoate